FC=1C=CC(=NC1)C=1C(=C2N(N1)CC(C2)(C)C)C2=C1C(=NC=C2)NN=C1 4-[2-(5-fluoro-2-pyridinyl)-5,5-dimethyl-4,6-dihydropyrrolo[1,2-b]pyrazol-3-yl]-1H-pyrazolo[3,4-b]pyridine